BrC1=CC=C(S1)C(C(=O)OC)C methyl 2-(5-bromo-2-thienyl)propanoate